1-benzyl-3-[5-chloro-4-(2,3-difluorophenyl)-2-sulfamoyl-3-thienyl]thiourea C(C1=CC=CC=C1)NC(=S)NC1=C(SC(=C1C1=C(C(=CC=C1)F)F)Cl)S(N)(=O)=O